((1H-imidazol-1-yl)methyl)-1-(naphthalen-1-yl)-4-(trimethoxysilyl)butan-1-one N1(C=NC=C1)CC(C(=O)C1=CC=CC2=CC=CC=C12)CC[Si](OC)(OC)OC